C(C)(C)(C)OC(CS(=O)(=O)C(C)(C)C1N(C(OC1)(C)C)C(=O)OC(C)(C)C)=O tert-butyl 4-(2-((2-(tert-butoxy)-2-oxoethyl)sulfonyl)propan-2-yl)-2,2-dimethyloxazolidine-3-carboxylate